1-methyl-2,3,5,6-tetrahydroimidazolo[1,2-a]imidazole CN1C=2N(CC1)CCN2